CC=1C=C2C(=C(NC2=CC1)C1=CC=CC=C1)CC1=C(NC2=CC=C(C=C12)C)C1=CC=CC=C1 Bis(5-methyl-2-phenyl-1H-indol-3-yl)methane